FC1=C(C=CC(=C1)[C@H]1NCCCC1)C=1N=C2SC3=C(N2C1)C=CC(=C3)C(=O)NCCCN3CCC(CC3)F (S)-2-(2-fluoro-4-(piperidin-2-yl)phenyl)-N-(3-(4-fluoropiperidin-1-yl)propyl)benzo[d]imidazo[2,1-b]thiazole-7-carboxamide